C1(=CC=CC=C1)\C=C\C(\C=C\C1=CC=CC=C1)=O (1e,4e)-1,5-diphenyl-1,4-pentadien-3-one